CC=1OC=C(N1)C=O (2-methyl-oxazol-4-yl)-methanone